4-(2-(2-((4-methylquinazolin-2-yl)amino)-1H-imidazol-5-yl)ethyl)thiomorpholine 1,1-dioxide CC1=NC(=NC2=CC=CC=C12)NC=1NC(=CN1)CCN1CCS(CC1)(=O)=O